ClC1=CNC2=C(C=CC=C12)NS(=O)(=O)C=1C=NN(C1)C1CC(C1)O N-(3-chloro-1H-indol-7-yl)-1-(3-hydroxycyclobutyl)pyrazole-4-sulfonamide